CC(C1=CC=CC=C1)C(=O)O (+/-)-2-phenylpropanoic acid